COC(=O)C1=CC=2C(=CC=C3N=C(C=4CCCCC4C23)C2=CC=C(C=C2)O)N1 7-(4-hydroxyphenyl)-8,9,10,11-tetrahydro-3H-pyrrolo[3,2-a]phenanthridine-2-carboxylic acid methyl ester